P(OC)([O-])=O (S)-Methyl phosphonate